ClC1=C(C=CC=C1)C=1C=C(C=CC1)C(CC=1OC(=NN1)C)O 1-[3-(2-Chlorophenyl)phenyl]-2-(5-methyl-1,3,4-oxadiazole-2-yl)ethanol